C(C=C)C1=C(C(=CC=C1)Br)OCOCC 1-allyl-3-bromo-2-(ethoxymethoxy)benzene